C(#N)CCN1C2CC(CC1CC2)NC2=C1C=CC=NC1=CC(=N2)NC2=NNC(=C2)C#N 3-((5-(((3-Exo)-8-(2-cyanoethyl)-8-azabicyclo[3.2.1]oct-3-yl)amino)-1,6-naphthyridin-7-yl)amino)-1H-pyrazole-5-carbonitrile